C(CCC)(=O)OCC(C)(C)C neopentyl n-butyrate